N-[1-[2-[(3-amino-5-fluoro-2-isobutyl-4-pyridyl)amino]-2-oxoethyl]-2-oxo-6-(trifluoromethyl)-3-pyridyl]benzamide NC=1C(=NC=C(C1NC(CN1C(C(=CC=C1C(F)(F)F)NC(C1=CC=CC=C1)=O)=O)=O)F)CC(C)C